5-{3-(Difluoromethyl)-4-[1-(propan-2-yl)-1H-pyrazol-4-yl]phenyl}-3,6-dihydro-2H-1,3,4-oxadiazin-2-one FC(C=1C=C(C=CC1C=1C=NN(C1)C(C)C)C1=NNC(OC1)=O)F